Propyl N-formylanthranilate C(=O)NC=1C(C(=O)OCCC)=CC=CC1